ClC1=C(C(N(C(N1CC#CC1=CC(=CC=C1)O)=O)C)=O)NC(CC)=O N-(6-chloro-1-(3-(3-hydroxyphenyl)prop-2-yn-1-yl)-3-methyl-2,4-dioxo-1,2,3,4-tetrahydropyrimidin-5-yl)propionamide